2-(4-amino-4-deuterio-pentyl)-6-bromo-7,8-difluoro-isoquinolin-1-one NC(CCCN1C(C2=C(C(=C(C=C2C=C1)Br)F)F)=O)(C)[2H]